C(C)OC1=C(OC2CNCCC2)C=CC=C1 3-(2-ethoxyphenoxy)piperidin